3-amino-N-(2-{9-amino-4-methyl-1-oxa-7-azaspiro[4.4]nonan-7-yl}-4-fluoro-5,6,7,8-tetrahydroquinolin-6-yl)-6-methylthieno[2,3-b]pyridine-2-carboxamide NC1=C(SC2=NC(=CC=C21)C)C(=O)NC2CC=1C(=CC(=NC1CC2)N2CC1(C(CCO1)C)C(C2)N)F